C1(CC1)CC(C(=O)OCC)N1C(C(=CC(=C1)CC=O)F)=O ethyl 3-cyclopropyl-2-(3-fluoro-2-oxo-5-(2-oxoethyl)pyridin-1(2H)-yl)propanoate